1-tert-butyl-4-methyl-2-(5-methyl-2-nitrophenoxy)benzene C(C)(C)(C)C1=C(C=C(C=C1)C)OC1=C(C=CC(=C1)C)[N+](=O)[O-]